CNC1=CSC(=C1)C=1C=C2CCCN3C2=C(C1)CCC3 N-Methyl-5-(2,3,6,7-tetrahydro-1H,5H-pyrido[3,2,1-ij]quinolin-9-yl)thiophen-3-amine